2,6-dichloro-N-(2,4-dichloropyrimidin-5-yl)benzamide ClC1=C(C(=O)NC=2C(=NC(=NC2)Cl)Cl)C(=CC=C1)Cl